C1(=CC=CC=C1)C1C2C3C4C=CC(C3C(C1)C2)C4 8-phenyl-tetracyclo[4.4.0.12,5.17,10]dodeca-3-ene